N-(6-cyclopropoxy-1-oxo-2-(piperidin-4-yl)isoindolin-5-yl)pyrazolo[1,5-a]pyrimidine-3-carboxamide C1(CC1)OC1=C(C=C2CN(C(C2=C1)=O)C1CCNCC1)NC(=O)C=1C=NN2C1N=CC=C2